C(C)(=O)OCCCCCCCCC\C=C/C=C\CCC (Z,Z)-10,12-Hexadecadienyl acetate